2-[1-[(2R)-2-[[4-(2-chlorophenyl)-7-quinolyl]oxy]propanoyl]-4-piperidyl]acetic acid ClC1=C(C=CC=C1)C1=CC=NC2=CC(=CC=C12)O[C@@H](C(=O)N1CCC(CC1)CC(=O)O)C